CC1=C(C(NC=2N=C(N=CC21)NC2=CC(=C(C=C2)N2CCN(CC2)C)C)=O)C2=CC=CC=C2 5-methyl-2-((3-methyl-4-(4-methylpiperazin-1-yl)phenyl)amino)-6-phenylpyrido[2,3-d]pyrimidin-7(8H)-one